O[C@@H]1C[C@H](OC2=C1C=C(C=C2)C(F)(F)F)C(=O)NC21CC(C2)(C1)N1N=CC(=C1)C(=O)N1C[C@H](CC1)OC(F)(F)F (2S,4R)-4-hydroxy-N-(3-{4-[(3S)-3-(trifluoromethoxy)pyrrolidine-1-carbonyl]-1H-pyrazol-1-yl}bicyclo[1.1.1]pentan-1-yl)-6-(trifluoromethyl)-3,4-dihydro-2H-1-benzopyran-2-carboxamide